ClC=1C=C2C(=CC(=NC2=CC1)C(F)(F)F)N[C@@H]1C[C@@H](CCC1)NC(=O)C=1C=NN(C1)CC(C)(C)O N-[(1R,3S)-3-{[6-chloro-2-(trifluoromethyl)quinolin-4-yl]amino}cyclohexyl]-1-(2-hydroxy-2-methylpropyl)-1H-pyrazole-4-carboxamide